N-(2-ethylbutyl)cyclohexane-1,2-diamine C(C)C(CNC1C(CCCC1)N)CC